FC1=CC(=C(C=C1)C=1C=C2C(=NC1)NC(N2CCOC)=O)C 6-(4-fluoro-2-methyl-phenyl)-1-(2-methoxyethyl)-3H-imidazo[4,5-b]pyridin-2-one